C(C(C)C)NC1=CC=C(CC2CC23CNC(N(C3)C3CCN(CC3)C)=O)C=C1 (4-(isobutylamino)benzyl)-7-(1-methylpiperidin-4-yl)-5,7-diazaspiro[2.5]octane-6-one